methyl (2S)-2-[[6-[3-(2-tert-butoxy-2-oxo-ethoxy)phenoxy]-3-pyridyl]methylamino]-5,5-dimethyl-hexanoate C(C)(C)(C)OC(COC=1C=C(OC2=CC=C(C=N2)CN[C@H](C(=O)OC)CCC(C)(C)C)C=CC1)=O